ON1C(C=NC=C1)C(=O)Cl N-hydroxypyrazine-2-carbonyl chloride